C(C)S(=O)(=O)C=1C(=NC(=CC1)C)C1=NC=2N(C=C1)N=C(N2)C(F)(F)F 5-(3-(ethylsulfonyl)-6-methylpyridin-2-yl)-2-(trifluoromethyl)-[1,2,4]triazolo[1,5-a]pyrimidine